mono-Bocoxamide C(=O)(OC(C)(C)C)NC(=O)C(=O)N